CS(=O)(=O)OCC(CO[Si](C)(C)C(C)(C)C)NC1=C(C=C(C=C1[N+](=O)[O-])S(N)(=O)=O)Br 2-((2-bromo-6-nitro-4-sulfamoylphenyl)amino)-3-((tert-butyldimethylsilyl)oxy)propyl methanesulfonate